O[C@H](CCCCCCCC(=O)O)\C=C\C=C/CCCCC (9r,10e,12z)-9-hydroxyoctadeca-10,12-dienoic acid